C1(CC(CCC1)O)O cyclohexane-1,3-diol